[Cl-].C[N+](CCC[Si](OCCCO)(OCCCO)OCCCO)(CCCCCCCCCCCCCCCCCC)C Dimethyl-octadecyl-[3-[tris(3-hydroxypropoxy)silyl]propyl]ammonium chloride